(2R)-2-((4-chloro-6-(2-(3-fluorophenyl)propyl)-1,3,5-triazin-2-yl)amino)-4-methylpentan-1-ol ClC1=NC(=NC(=N1)CC(C)C1=CC(=CC=C1)F)N[C@@H](CO)CC(C)C